3-bromo-7-((1-(tert-butyloxycarbonyl)pyrrolidin-3-yl)methyl)-5,6,7,8-tetrahydroimidazo[1,2-a]pyridine-7-carboxylic acid methyl ester COC(=O)C1(CC=2N(CC1)C(=CN2)Br)CC2CN(CC2)C(=O)OC(C)(C)C